C(C)SC=1C(=NC=C(C1)C(F)(F)F)C=1OC2=C(N1)C=C(C=C2)SC(F)(F)F 2-(3-ethylsulfanyl-5-trifluoromethylpyridin-2-yl)-5-(trifluoromethylsulfanyl)benzoxazole